C(#N)N1C(CCC1)C(=O)N(C)C=1SC=C(N1)C1=CC(=CC=C1)COC 1-cyano-N-(4-(3-(methoxymethyl)phenyl)thiazol-2-yl)-N-methylpyrrolidine-2-carboxamide